cuminyl hydroperoxide C(C1=CC=C(C(C)C)C=C1)OO